S1C(=NC2=C1C=CC=C2)NC(=O)C=2C=CC=C1CCN(CC21)C2=CC=C(C(=N2)C(=O)OC(C)(C)C)C2=C(C(=CC=C2)OCC[C@H](C)C2CCN(CC2)CC(=O)OCC)C (S)-tert-butyl 6-(8-(benzo[d]thiazol-2-ylcarbamoyl)-3,4-dihydroisoquinolin-2(1H)-yl)-3-(3-(3-(1-(2-ethoxy-2-oxoethyl)piperidin-4-yl)butoxy)-2-methylphenyl)picolinate